C[C@H]1N(CCOC1)C(=O)O[C@H]1C[C@H](CC1)C1=CC(=NN1)NC(CC1=CC(=CC(=C1)F)F)=O (1R,3S)-3-(3-{[(3,5-difluorophenyl)acetyl]amino}-1H-pyrazol-5-yl)cyclopentyl (3R)-3-methylmorpholine-4-carboxylate